C(C)C(COC(C(=C(C1=CC=CC=C1)C1=CC=CC=C1)C#N)=O)CCCC 2-cyano-3,3-diphenylacrylic acid 2-ethylhexyl ester